2-[5-(Azetidin-3-yl)-2-pyridyl]-5-oxa-2-azaspiro[3.4]octane N1CC(C1)C=1C=CC(=NC1)N1CC2(C1)OCCC2